N=1N2C(=C(C1)S(=O)(=O)N1C(CC(CC1)C=1C(=CC=3N(C1)N=CN3)C)C)CCC2 6-(1-((5,6-dihydro-4H-pyrrolo[1,2-b]pyrazol-3-yl)sulfonyl)-2-methylpiperidin-4-yl)-7-methyl-[1,2,4]triazolo[1,5-a]pyridine